(E)-3-(5-(4-amino-3-(dimethylcarbamoyl)phenyl)-1H-pyrrolo[2,3-b]pyridin-3-yl)acrylic acid NC1=C(C=C(C=C1)C=1C=C2C(=NC1)NC=C2/C=C/C(=O)O)C(N(C)C)=O